ClC=1C(=C(C=CC1F)S(=O)(=O)Cl)C 3-chloro-4-fluoro-2-methylbenzenesulfonyl chloride